N-t-heptylacrylamide C(C)(C)(CCCC)NC(C=C)=O